(S)-4-bromo-5-(4-((1-(3-fluoropropyl)pyrrolidin-3-yl)oxy)phenyl)-2,3-dihydrobenzo[b]oxepin-8-ol BrC1=C(C2=C(OCC1)C=C(C=C2)O)C2=CC=C(C=C2)O[C@@H]2CN(CC2)CCCF